ClCC1=CC=C(C=C1)N1C(=NC=2C1=NC(=CC2)C2CC2)C=2C(=NC=CC2)N 3-(3-(4-(Chloromethyl)phenyl)-5-cyclopropyl-3H-imidazo[4,5-b]pyridin-2-yl)pyridin-2-amine